C(C1=CC=CC=C1)N1C[C@@H]2N(C3=CC=NC(=C3CC2)CC2CCC2)CC1 (R)-3-benzyl-7-(cyclobutylmethyl)-2,3,4,4a,5,6-hexahydro-1H-pyrazino[1,2-a][1,6]naphthyridine